COCCNCC1=CC=C2CN(C(C2=C1)=O)C=1C=C(C=CC1)C1=C(C=C(C=C1)C#N)C1=NN=CN1C 3'-(6-(((2-Methoxyethyl)amino)methyl)-1-oxoisoindolin-2-yl)-2-(4-methyl-4H-1,2,4-triazol-3-yl)-[1,1'-biphenyl]-4-carbonitrile